(5R,6R)-5-(4-(2-(dimethoxymethyl)-7-azaspiro[3.5]nonan-7-yl)-3-fluoro-2-methoxyphenyl)-6-phenyl-5,6,7,8-tetrahydronaphthalen-2-ol COC(C1CC2(C1)CCN(CC2)C2=C(C(=C(C=C2)[C@H]2C=1C=CC(=CC1CC[C@H]2C2=CC=CC=C2)O)OC)F)OC